phosphaphenalene gold [Au].P1C=CC2=CC=CC3=CC=CC1=C23